O=C1C2CCC(C1)(CC2)C(=O)O 2-oxobicyclo[2.2.2]octane-4-carboxylic acid